N-(4-(hydrazinecarbonyl)benzyl)-2-naphthamide N(N)C(=O)C1=CC=C(CNC(=O)C2=CC3=CC=CC=C3C=C2)C=C1